tert-Butyl (4-(4-(benzylamino)-2,3-dihydrofuro[3,2-c]pyridin-7-yl)pyrimidin-2-yl)(tert-butoxycarbonyl)carbamate C(C1=CC=CC=C1)NC1=NC=C(C2=C1CCO2)C2=NC(=NC=C2)N(C(OC(C)(C)C)=O)C(=O)OC(C)(C)C